N1(N=CC=C1)CCCCN1C=C(C=2C1=NC=C(C2)F)C#N (4-(1H-pyrazol-1-yl)butyl)-5-fluoro-1H-pyrrolo[2,3-b]pyridine-3-carbonitrile